7-methyl-1-(oxan-2-yl)indazol-3-ylboronic acid CC=1C=CC=C2C(=NN(C12)C1OCCCC1)B(O)O